C(C)(C)(C)OC(=O)N1CCCCC1 Piperidine-1-Formic acid tert-butyl ester